FC1=CC=C(C=C1)N1CC2=CC=CC(=C2C1=O)N(C(OC1CN2CCC1CC2)=O)C Quinuclidin-3-yl (2-(4-fluorophenyl)-3-oxoisoindolin-4-yl)(methyl)carbamate